C(C)C1=NC=NC=N1 ethyl-s-Triazine